FC(F)SC1=CC=C2C(=CNC2=C1)C1=NC(=NC=C1C(F)(F)F)N[C@@H]1CN(CCC1)C(=O)OC(C)(C)C tert-butyl (3S)-3-[[4-[6-(difluoromethyl sulfanyl)-1H-indol-3-yl]-5-(trifluoromethyl)pyrimidin-2-yl]amino]piperidine-1-carboxylate